5-cyclohexyl-N-[rac-(3S)-5-methyl-4-oxo-2,3-dihydro-1,5-benzoxazepin-3-yl]-5,6,7,8-tetrahydro-[1,2,4]triazolo[1,5-a]pyridine-2-carboxamide C1(CCCCC1)C1CCCC=2N1N=C(N2)C(=O)N[C@H]2COC1=C(N(C2=O)C)C=CC=C1 |r|